(2S,4R)-4-fluoro-2-((3-(thieno[3,2-b]thiophen-2-yl)cyclopentyl)thiocarbamoyl)pyrrolidine-1-carboxylic acid tert-butyl ester C(C)(C)(C)OC(=O)N1[C@@H](C[C@H](C1)F)C(NC1CC(CC1)C1=CC2=C(S1)C=CS2)=S